C(CCCCCCCC(C)O)O 1,9-DECANEDIOL